Trinatrium pyrophosphat [O-]P([O-])(=O)OP(=O)([O-])O.[Na+].[Na+].[Na+]